(4-(2,6-dichloropyrimidin-4-yl)morpholin-3-yl)methanol ClC1=NC(=CC(=N1)N1C(COCC1)CO)Cl